((7aR,8R,10R,10aR)-10-(4-aminopyrrolo[2,1-f][1,2,4]triazin-7-yl)-10-cyano-4,4-dimethyl-2,6-dioxooctahydro-2H-furo[3,4-b][1,4]dioxonin-8-yl)methyl isobutyl carbonate C(OC[C@H]1O[C@@]([C@@H]2OC(CC(CC(O[C@@H]21)=O)(C)C)=O)(C#N)C2=CC=C1C(=NC=NN12)N)(OCC(C)C)=O